ClC=1C=2C(N=C3N(C2C=CC1)C1=CC(=CC=C1C3(C)C)C3CCN(CC3)CCC(=O)O)=O 3-(4-(4-chloro-7,7-dimethyl-5-oxo-5,7-dihydroindolo[1,2-a]quinazolin-10-yl)piperidin-1-yl)propanoic acid